BrC=1C=C2C(N(C(C2=C(C1)F)(OC1CC(C1)O)C1=CC=C(C=C1)Cl)CC1=NC=C(C#N)C=C1)=O 6-[5-bromo-1-(4-chloro-phenyl)-7-fluoro-1-(3-hydroxycyclobutoxy)-3-oxo-1,3-dihydro-isoindol-2-ylmethyl]-nicotinonitrile